COC(C(C)=O)=O 1-methoxypropane-1,2-dione